BrC1=C(C=C(C=C1)NC([C@@H](C)N1N=CC(=C(C1=O)Cl)Cl)=O)S(NCCC1=NC=CC=C1)(=O)=O (R)-N-(4-bromo-3-(N-(2-(pyridin-2-yl)ethyl)sulfamoyl)phenyl)-2-(4,5-dichloro-6-oxopyridazin-1(6H)-yl)propanamide